C(C1=CC=CC=C1)C=1N=C(C2=C(NC3=CC(=CC=C23)C=2N=NN(N2)C)N1)NCCCNCCCNC(CCCC[C@@H]1SC[C@@H]2NC(N[C@@H]21)=O)=O N-(3-((3-((2-benzyl-7-(2-methyl-2H-tetrazol-5-yl)-9H-pyrimido[4,5-b]indol-4-yl)amino)propyl)amino)propyl)-5-((3aS,4S,6aR)-2-oxohexahydro-1H-thieno[3,4-d]imidazol-4-yl)pentanamide